C(C)(C)C(CCCN)(CCCN)C(C)C diisopropyl-1,7-diaminoheptane